C(C1=CC=CC=C1)N1C(=CC(=C1)C1=C(C=CC(=C1)F)F)\C=C/C(C)(S(=O)N)C ((Z)-[1-benzyl-4-(2,5-difluorophenyl)-1H-pyrrol-2-yl]methylene)-2-methylpropane-2-sulphinamide